5-((1s,4s)-2-(methylsulfonyl)-2-azabicyclo[2.2.2]octan-1-yl)-3-phenethyl-1,2,4-oxadiazole CS(=O)(=O)N1C2(CCC(C1)CC2)C2=NC(=NO2)CCC2=CC=CC=C2